5-bromo-2-((3aR,5s,6aS)-2-methyloctahydrocyclopenta[c]pyrrol-5-yl)benzo[d]thiazoleFormaldehyde Hexahydropyridazine-3-Carboxylate N1NC(CCC1)C(=O)O.BrC=1C=CC2=C(NC(S2)(C=O)C2C[C@@H]3[C@@H](CN(C3)C)C2)C1